NC1=C(C=C(C=N1)NC(C(=O)N1[C@H](CC[C@@H](C1)C)C1N(CCCC1)C(=O)NC)=O)C [(2R,5S)-1-[2-[(6-amino-5-methyl-3-pyridyl)amino]-2-oxo-acetyl]-5-methyl-2-piperidyl]-N-methyl-piperidine-1-carboxamide